ClC=1C=C2C(NN=C(C2=CC1Cl)C1=CC2=C(NC(=N2)NC(OCC)=O)C=C1)=O Ethyl (5-(6,7-dichloro-4-oxo-3,4-dihydrophthalazin-1-yl)-1H-benzimidazol-2-yl)carbamate